COC(CC[C@H](NC(C(F)(F)F)=O)C(=O)O)=O trifluoroacetyl-glutamic acid-5-methyl ester